4-((4-bromophenoxy)methyl)-1,4,5,7-tetrahydropyrano[3,4-c]pyrazole BrC1=CC=C(OCC2COCC=3NN=CC32)C=C1